COC(=O)[C@H]1N(C(CC1)OC)C(=O)OC(C)(C)C (2S)-5-methoxypyrrolidine-1,2-dicarboxylic acid 1-(tert-butyl) 2-methyl ester